N1C=NC=C1 (R)-imidazole